Molybdenum Dithio-Carbamate C(N)([S-])=S.[Mo+4].C(N)([S-])=S.C(N)([S-])=S.C(N)([S-])=S